(R)-1-(1-(4-(Benzo[d]thiazol-7-yl)phenyl)-2-methoxyethyl)-3-(2-ethynylthiazol-4-yl)urea S1C=NC2=C1C(=CC=C2)C2=CC=C(C=C2)[C@H](COC)NC(=O)NC=2N=C(SC2)C#C